(1,1-Dioxo-1λ6-thiomorpholin-4-yl)-{6-[3-(5-fluoro-pyridin-2-yl)-5-methyl-isoxazol-4-ylmethoxy]-pyridin-3-yl}-methanone O=S1(CCN(CC1)C(=O)C=1C=NC(=CC1)OCC=1C(=NOC1C)C1=NC=C(C=C1)F)=O